NC1=C2N=CN(C2=NC(=N1)Cl)C1CC(C(O1)CO)O 5-(6-amino-2-chloropurin-9-yl)-2-(hydroxymethyl)oxolan-3-ol